C1(CCCCC1)N1C(N(C(C(C1=O)C(=O)NCC(=O)O)=O)C1CCCCC1)=O N-[(1,3-dicyclohexyl-2,4,6-trioxo-5-hexahydropyrimidyl)carbonyl]glycine